6-chloro-4-[rac-6-[(2,4-dimethylphenyl)methyl]-1,4,5,6-tetrahydropyrimidin-2-yl]-3-[3-(trifluoromethyl)phenoxy]pyridazine ClC1=CC(=C(N=N1)OC1=CC(=CC=C1)C(F)(F)F)C=1N[C@@H](CCN1)CC1=C(C=C(C=C1)C)C |r|